C(C)(=O)N[C@H]1C[C@H](CCC1)C(=O)NC1=NC=C(C(=C1)C1=CC=CC2=C1OCCN2)Cl (1S,3R)-3-acetamido-N-(5-chloro-4-(3,4-dihydro-2H-benzo[b][1,4]oxazin-8-yl)pyridin-2-yl)cyclohexane-1-carboxamide